C(C)(C)(C)OC(=O)N1N=CC2=CC(=C(C=C12)OC)NC1=NC=NC(=C1)NC1=NC=CC(=C1)Cl 1-tert-Butoxycarbonyl-5-(6-((4-chloropyridin-2-yl)amino)pyrimidin-4-ylamino)-6-methoxyindazole